N-[5-[(tert-butyldimethylsilyl)oxy]pyridin-2-yl]-4-(4-methoxyphenyl)piperazine-1-carboxamide [Si](C)(C)(C(C)(C)C)OC=1C=CC(=NC1)NC(=O)N1CCN(CC1)C1=CC=C(C=C1)OC